t-butyl-8-((6-oxo-1,6-dihydropyridin-3-yl)amino)-3,4-dihydroisoquinoline-2(1H)-carboxylate C(C)(C)(C)OC(=O)N1CC2=C(C=CC=C2CC1)NC1=CNC(C=C1)=O